benzyl-octyl-dimethylammonium C(C1=CC=CC=C1)[N+](C)(C)CCCCCCCC